C(C)(C)(C)OC(=O)N1CCC2(CNC(O2)=O)CC1 2-Oxo-1-oxa-3,8-diazaspiro[4.5]decane-8-carboxylic acid tert-butyl ester